[K].COC(=O)C1=C(C=C2C(C(N(C2=C1)C)=O)(C(F)(F)F)OC)[N+](=O)[O-].BrC=1C=C(C=C(C1O)C(C)C)C1(CCCCC1)C1=CC(=C(C(=C1)C(C)C)O)Br 1,1-bis(3-bromo-4-hydroxy-5-isopropylphenyl)cyclohexane Methyl-3-methoxy-1-methyl-5-nitro-2-oxo-3-(trifluoromethyl)indoline-6-carboxylate potassium